OCCN1CCN(CC1)CCS(=O)(=O)O 4-(2-hydroxyethyl)-1-piperazine-ethane-sulfonic acid